C(C)(C)(C)OC(=O)C(CCC(NCCCCC(NC(OCC1C2=CC=CC=C2C=2C=CC=CC12)=O)C(=O)O)=O)NC(C1=CC=CC=C1)(C1=CC=CC=C1)C1=CC=CC=C1 14-(tert-butoxycarbonyl)-1-(9H-fluoren-9-yl)-3,11-dioxo-16,16,16-triphenyl-2-oxa-4,10,15-triazahexadecane-5-carboxylic acid